(±)-trans-4-Phenyl-N-[3-[(6-methylpyridin-3-yl)oxy]phenyl]pyrrolidine-3-carboxamide dihydrochloride Cl.Cl.C1(=CC=CC=C1)[C@H]1[C@@H](CNC1)C(=O)NC1=CC(=CC=C1)OC=1C=NC(=CC1)C |r|